CC1([C@@H](N2[C@H](S1)[C@@H](C2=O)NC(=O)CSCC=C)C(=O)O)C The molecule is a penicillin where the side-chain N-acyl group is specified as allylmercaptoacetyl. Antibiotic isolated from Penicillium chrysogenum. It has a role as a Penicillium metabolite.